NC1=C(SC2=NC(=CC=C21)C)C(=O)NC2C(C=1C=CC(=NC1CC2)N2CCC1C2CNC1)(F)F 3-amino-N-(5,5-difluoro-2-{octahydropyrrolo[2,3-c]pyrrol-1-yl}-5,6,7,8-tetrahydroquinolin-6-yl)-6-methylthieno[2,3-b]pyridine-2-carboxamide